BrC=1C=NC=CC1[C@@H](C)N(C(=O)N[C@@H]1COCC1(F)F)C 1-[(1R)-1-(3-bromo-4-pyridyl)ethyl]-3-[(3R)-4,4-difluorotetrahydrofuran-3-yl]-1-methyl-urea